N=1N2C(=CC1NC1=NC=C(C(=N1)OC1=C3C(N(C4(C3=CC=C1)CC4)C)=O)C(F)(F)F)CCC2 4'-((2-((5,6-dihydro-4H-pyrrolo[1,2-b]pyrazol-2-yl)amino)-5-(trifluoromethyl)pyrimidin-4-yl)oxy)-2'-methylspiro[cyclopropane-1,1'-isoindolin]-3'-one